N[C@H](CO)CN1N=C(N=N1)C1=CC=C(C=C1)OC1=NC=C(C=C1)Br (S)-2-amino-3-(5-(4-((5-bromopyridin-2-yl)oxy)phenyl)-2H-tetrazol-2-yl)propan-1-ol